C(CCCCCCCCC)C1CCCCCNCCCCCC1 7-decyl-1-azacyclotridecane